OC=1C=C(C=NC1)C=1C=C(C=C(C1)C(F)(F)F)CN1CCN(CC1)C1=CC=C(N=N1)C(=O)NCCC 6-[4-[[3-(5-Hydroxypyridin-3-yl)-5-(trifluoromethyl)phenyl]methyl]piperazin-1-yl]-N-propylpyridazine-3-carboxamide